Formylethylhexyl-glycerol C(=O)C(C(O)(CCCCCC)CC)(O)CO